O1C(CCC1)OC(=O)COC(=O)C1C2C=CC(C1)C2=O 5-tetrahydrofuran-2-yloxycarbonylmethyloxycarbonyl-7-oxo-bicyclo[2.2.1]Hept-2-ene